[Si](C)(C)(C(C)(C)C)OC[C@@H](C1=NC=C(C=C1)C#C)NS(=O)C(C)(C)C N-((R)-2-((tert-butyldimethylsilyl)oxy)-1-(5-ethynylpyridin-2-yl)ethyl)-2-methylpropane-2-sulfinamide